7-chloro-1-(2,4-dimethylpyridin-3-yl)-6-fluoropyrido[2,3-D]pyrimidine-2,4(1H,3H)-dione ClC=1C(=CC2=C(N(C(NC2=O)=O)C=2C(=NC=CC2C)C)N1)F